5-(2,5-difluoro-4-nitrobenzoyl)-3,3-dimethyl-4-oxopiperidine-1-carboxylic acid tert-butyl ester C(C)(C)(C)OC(=O)N1CC(C(C(C1)C(C1=C(C=C(C(=C1)F)[N+](=O)[O-])F)=O)=O)(C)C